trans-4-(p-methoxybiphenylformyl)aminomethylcyclohexanecarboxylic acid COC=1C=C(C(=CC1)C1=CC=CC=C1)C(=O)NC[C@@H]1CC[C@H](CC1)C(=O)O